BrC1C(CCCC1=O)=O 2-bromocyclohexane-1,3-dione